N[C@]1(C(N(C2=CC=C(C=C12)OC)C(C1=CC=CC=C1)(C1=CC=CC=C1)C1=CC=CC=C1)=O)C1=CC=C(C=C1)OC (R)-3-amino-5-methoxy-3-(4-methoxyphenyl)-1-triphenylmethylindol-2-one